2-[2-(4-bromo-2-methoxyphenyl)ethoxy]ethan-1-amine BrC1=CC(=C(C=C1)CCOCCN)OC